CN1N=CC2=CC=C(C=C12)C1=C2CN(C(C2=CC=C1)=O)CC1OC1 4-(1-methyl-1H-indazol-6-yl)-2-[(oxiran-2-yl)methyl]-2,3-dihydro-1H-isoindol-1-one